N1(CCC1)C1=NC=CC=C1COC=1C=CC2=C(C(=C(O2)C)C(=O)NC2(CCOCC2)CO)C1 5-((2-(azetidin-1-yl)pyridin-3-yl)methoxy)-N-(4-(hydroxymethyl)tetrahydro-2H-pyran-4-yl)-2-methylbenzofuran-3-carboxamide